tert-butyl N-{[1-(6-cyclobutylpyridin-3-yl)-1H-1,2,4-triazol-5-yl]methyl}carbamate C1(CCC1)C1=CC=C(C=N1)N1N=CN=C1CNC(OC(C)(C)C)=O